(benzyloxy)-4-(6-((dimethylamino)methyl)-2,3-dihydro-1H-pyrrolo[3,4-c]pyridine-2-carbonyl)-5-hydroxybenzonitrile C(C1=CC=CC=C1)OC1=C(C#N)C=C(C(=C1)C(=O)N1CC=2C=NC(=CC2C1)CN(C)C)O